BrC1=CC=C(C2=C1C1=C(O2)C=C2C=CC=CC2=C1)Cl 1-bromo-4-chloronaphtho[2,3-b]Benzofuran